4-(3-(2-isopropylphenyl)-3-((2-methoxy-6-methylpyridin-3-yl) carbamoyl) azetidin-1-yl)-4-oxobutanoate C(C)(C)C1=C(C=CC=C1)C1(CN(C1)C(CCC(=O)[O-])=O)C(NC=1C(=NC(=CC1)C)OC)=O